COC(=O)C=1N=C(SC1)NCCCCCCN(C)C 2-[6-(dimethylamino)hexylamino]thiazole-4-carboxylic acid methyl ester